2-methoxybutylethane COC(CCC)CC